C(=O)OCC(F)F 2,2-difluoroethyl formate